copper indium sulfide zinc [Zn].[In]=S.[Cu]